[C@H]12COC[C@@H]2C1NC1=NC=CC(=C1)CN1C(N(C(C1(C)C)=O)C=1C=CC(=C(C#N)C1)C(F)(F)F)=O 5-(3-((2-(((1R,5S,6r)-3-oxabicyclo[3.1.0]hexan-6-yl)amino)pyridin-4-yl)methyl)-4,4-dimethyl-2,5-dioxoimidazolidin-1-yl)-2-(trifluoromethyl)benzonitrile